Cl.C(C)[N-]C(=O)[N-]CCCN(C)C 1-Ethyl-(3-dimethylaminopropyl)carbonyldiamid-Hydrochlorid